C(C)(C)NS(=O)(=O)CC(C)(C)NC(C=C)=O 2-acrylamido-2-methylpropane-sulfonic acid, N-isopropylamide